methyl 3-methyl-1H-thieno[3,2-c]pyrazole-5-carboxylate CC=1C2=C(NN1)C=C(S2)C(=O)OC